tert-butyl (4-amino-3-hydroxy-2-methylbutan-2-yl)carbamate NCC(C(C)(C)NC(OC(C)(C)C)=O)O